(2-ethyl-6-stearyloxy-1,4-phenylene) ether C(C)C1=C2C(=CC(=C1)O2)OCCCCCCCCCCCCCCCCCC